COC(CSC(COC1=C(C=C(C(=C1)N1C(N(C(N(C1=O)C)=S)C)=O)F)Cl)=O)=O 2-((2-(2-chloro-5-(3,5-dimethyl-2,6-dioxo-4-thioxo-1,3,5-triazin-1-yl)-4-fluorophenoxy)acetyl)thio)acetic acid methyl ester